CC(CC(CC)C=1C=C(C=C(C1)O)O)(C)C 5-(5,5-Dimethylhexan-3-yl)benzene-1,3-diol